1-[(2-propenylthio)formyl]-4-(2-methylphenyl)-5-amino-1H-pyrazol-3-one C(C=C)SC(=O)N1NC(C(=C1N)C1=C(C=CC=C1)C)=O